CC1(CCC(CC1)NC1=CC=2CCCCC2C=C1)N 1-Methyl-N4-(5,6,7,8-tetrahydronaphthalen-2-yl)cyclohexane-1,4-diamine